4-[N-(2-PYRIDYLAMINO)ETHOXY]BENZALDEHYDE C1=CC=NC(=C1)NCCOC2=CC=C(C=C2)C=O